BrC1=CC(=C(CNC(=O)C=2N=NN(C2)C(C)(C)C)C=C1)C N-(4-bromo-2-methylbenzyl)-1-(tert-butyl)-1H-1,2,3-triazole-4-carboxamide